2-chloro-4-[(2,3-difluorobenzyl)amino]pyrimidin-5-carboxamide ClC1=NC=C(C(=N1)NCC1=C(C(=CC=C1)F)F)C(=O)N